1,4-bis(N-acetyl-N-cyanoamino)-but-2-ene C(C)(=O)N(C#N)CC=CCN(C(C)=O)C#N